C(CC=C)NC(=O)C1=C(C=CC=C1)S(=O)(=O)O 2-(But-3-en-1-ylcarbamoyl)benzenesulfonic acid